rac-1-(3-((tert-butyldimethylsilyl)oxy)propyl)-4-(2,3-dichloro-6-((2-(trimethylsilyl)ethoxy)methoxy)phenyl)-3,3-difluoropyrrolidin-2-one [Si](C)(C)(C(C)(C)C)OCCCN1C(C([C@@H](C1)C1=C(C(=CC=C1OCOCC[Si](C)(C)C)Cl)Cl)(F)F)=O |r|